CN1C(NC2=C(N=C(N=N2)C2=CC=C(C=C2)OCCN2CCN(CC2)C)C1=O)=O 6-methyl-3-(4-(2-(4-methylpiperazin-1-yl)ethoxy)phenyl)pyrimido[5,4-e][1,2,4]triazin-5,7(6H,8H)-dione